5-(7-bromotriphenylen-2-yl)-1,10-phenanthroline BrC1=CC=C2C=3C=CC(=CC3C3=CC=CC=C3C2=C1)C1=C2C=CC=NC2=C2N=CC=CC2=C1